C[C@H]1CN(CC1)CC#N (R)-2-(3-methylpyrrolidin-1-yl)acetonitrile